ClC=1C=CC(=NC1)[C@H](CC1=NC(=NC(=N1)N[C@@H](CO)CC(C)C)NS(=O)(=O)C)C N-(4-((S)-2-(5-chloropyridin-2-yl)propyl)-6-(((R)-1-hydroxy-4-methylpent-2-yl)amino)-1,3,5-triazin-2-yl)methanesulfonamide